ClC1=C(C=C(N=N1)C=1C(NC(NC1)=O)=O)C1C(C1)C1=CC=C(C=C1)Cl 5-(6-Chloro-5-(2-(4-chlorophenyl)cyclopropyl)pyridazin-3-yl)pyrimidine-2,4(1H,3H)-dione